2,6-di-tert-butyl-4-(3-hydroxy-2-methylpropyl)phenol C(C)(C)(C)C1=C(C(=CC(=C1)CC(CO)C)C(C)(C)C)O